2-methylpyridine hydrofluoric acid salt F.CC1=NC=CC=C1